COC(C1=C(C=C(C(=C1)Cl)Br)NC(CC#N)=O)=O 4-bromo-2-(2-cyanoacetamido)-5-chlorobenzoic acid methyl ester